C(C1=CC=CC=C1)OC1=C(C=CC=C1F)C1=CC(=C(C=C1F)F)C[C@]1(C[C@H](CC1)NS(=O)(=O)C)C=1SC=C(N1)CCl N-((1S,3R)-3-((2'-(benzyloxy)-3',4,6-trifluoro-[1,1'-biphenyl]-3-yl)methyl)-3-(4-(chloromethyl)thiazol-2-yl)cyclopentyl)methanesulfonamide